5-(4-(Cyclopropylmethoxy)piperidin-1-yl)-3-methyl-1H-pyrazolo[3,4-c]pyridine C1(CC1)COC1CCN(CC1)C=1C=C2C(=CN1)NN=C2C